CC1=NC(=C(C#N)C(=C1)C(F)(F)F)NCC(=O)N1CC=2N(CC1)C(=NN2)C 6-methyl-2-((2-(3-methyl-5,6-dihydro-[1,2,4]triazolo[4,3-a]pyrazin-7(8H)-yl)-2-oxoethyl)amino)-4-(trifluoromethyl)nicotinonitrile